1,4-bis-aminomethylcyclohexane NCC1CCC(CC1)CN